CC1=CC=C(O1)CN1C(=CC2=C(C=CC=C12)N1CCNCC1)C(F)(F)F 1-[(5-Methylfuran-2-Yl)Methyl]-4-(Piperazin-1-Yl)-2-(Trifluoromethyl)-1H-Indole